BrC=1C(=C2C(=NN(C2=CC1)C1OCCCC1)C)[N+](=O)[O-] 5-bromo-3-methyl-4-nitro-1-(tetrahydro-2H-pyran-2-yl)-1H-indazole